ClC1=C(C(=C2C(=N1)N(C=N2)[C@@H]2O[C@@H]([C@H]([C@H]2O)O)CO)N[C@H](C)C2=C(C=CC=C2)F)C#N 5-chloro-3-((2R,3R,4S,5R)-3,4-dihydroxy-5-(hydroxymethyl)tetrahydrofuran-2-yl)-7-(((R)-1-(2-fluorophenyl)ethyl)amino)-3H-imidazo[4,5-b]pyridine-6-carbonitrile